diphenyl-N,N'-bis(9-phenyl-9H-carbazol-3-yl)biphenyl-4,4'-diamine C1(=CC=CC=C1)C=1C(=C(C=CC1NC=1C=CC=2N(C3=CC=CC=C3C2C1)C1=CC=CC=C1)C1=CC=C(C=C1)NC=1C=CC=2N(C3=CC=CC=C3C2C1)C1=CC=CC=C1)C1=CC=CC=C1